(3R,7S)-12-(benzyloxy)-N-(2,4-difluorobenzyl)-3-(hydroxymethyl)-1,11-dioxo-1,6,7,11-tetrahydro-3H-2,7-methanopyrido[1,2-a][1,4]diazonine-10-carboxamide C(C1=CC=CC=C1)OC=1C(C(=CN2C1C(N1[C@H](C=CC[C@H]2C1)CO)=O)C(=O)NCC1=C(C=C(C=C1)F)F)=O